(Z)-2-phenyl-2-(4,4-bis(4-methoxyphenyl)-1-phenyl-1,3-butadienyl)-1,3-dithiane C1(=CC=CC=C1)C1(SCCCS1)\C(=C/C=C(C1=CC=C(C=C1)OC)C1=CC=C(C=C1)OC)\C1=CC=CC=C1